2-chloro-4-[3-(2-fluoro-4-nitro-phenoxy)-4-pyridyl]pyrimidine ClC1=NC=CC(=N1)C1=C(C=NC=C1)OC1=C(C=C(C=C1)[N+](=O)[O-])F